5-(DIETHYLCARBAMOYL)THIOPHEN-2-YLBORONIC ACID C(C)N(C(=O)C1=CC=C(S1)B(O)O)CC